CC1CN(C2=C(O1)N=CC(=C2C)B2OC(C(O2)(C)C)(C)C)C(=O)OC(C)(C)C tert-butyl 3,8-dimethyl-7-(4,4,5,5-tetramethyl-1,3,2-dioxaborolan-2-yl)-2,3-dihydro-1H-pyrido[2,3-b][1,4]oxazine-1-carboxylate